CN1CC(CCC1)(O)C1=CC=2C(=NC(=CC2)C2=CC=3C(N=C2)=NN(C3)C)S1 1-methyl-3-(6-(2-methyl-2H-pyrazolo[3,4-b]pyridin-5-yl)thieno[2,3-b]pyridin-2-yl)-3-piperidinol